NC1=NC(=NN2C1=C(C=C2)C2=CC=C1C(=N2)N(C(=N1)C)CC(F)(F)F)N[C@@H]1[C@@H](CN(CC1)C(C)=O)F 1-((3R,4S)-4-((4-Amino-5-(2-methyl-3-(2,2,2-trifluoroethyl)-3H-imidazo[4,5-b]pyridin-5-yl)pyrrolo[2,1-f][1,2,4]triazin-2-yl)amino)-3-fluoropiperidin-1-yl)ethan-1-one